CSC1=C(C=CC=C1)C1=NN2C(=NC=3C=CC=CC3C2=N1)N[C@H]1C(NCCCC1)=O (3R)-3-({2-[2-(methylsulfanyl)phenyl][1,2,4]triazolo[1,5-c]quinazolin-5-yl}amino)azepan-2-one